SCCC1=C(C=C(C(=C1)CCS)CCS)CCS 1,2,4,5-tetrakis(mercaptoethyl)benzene